C1(CC1)OCC1=NOC=C1 (cyclopropoxymethyl)-1,2-oxazol